O(S(=O)(=O)C(F)(F)F)C1=C(C(=CC=C1)OC)[Si](C)(C)C (3-methoxy-2-trimethylsilyl-phenyl) triflate